CC(=CC(C(C)=O)=O)CC 5-methyl-4-heptene-2,3-dione